C12NCCC(C1)C2 2-azabicyclo[3.1.1]heptane